5-benzyl-4,5-dihydroisoxazole-5-carboxylic acid C(C1=CC=CC=C1)C1(CC=NO1)C(=O)O